1-amino-3-(2-isopropyl-5-methyl-phenyl)thiourea NNC(=S)NC1=C(C=CC(=C1)C)C(C)C